benzopiperazine N1CCNC2=C1C=CC=C2